1,4-bis(4-fluorophenyl)perfluorobutane FC1=CC=C(C=C1)C(C(C(C(C1=CC=C(C=C1)F)(F)F)(F)F)(F)F)(F)F